[1-propyl-3-(trifluoromethyl)pyrazol-4-yl]boronic acid C(CC)N1N=C(C(=C1)B(O)O)C(F)(F)F